C(C1=CC=CC=C1)N([C@H]1[C@H]([C@H](CCC1)NC(OC(C)(C)C)=O)[2H])CC1=CC=CC=C1 |r| rac-tert-butyl ((1S,2S,3R)-3-(dibenzylamino)cyclohexyl-2-d)carbamate